tert-Butyl-(S)-2-(4-(4-(3-aminoprop-1-yn-1-yl)phenyl)-2,3,9-trimethyl-6H-thieno[3,2-f][1,2,4]triazolo[4,3-a][1,4]diazepin-6-yl)acetat C(C)(C)(C)OC(C[C@H]1C=2N(C3=C(C(=N1)C1=CC=C(C=C1)C#CCN)C(=C(S3)C)C)C(=NN2)C)=O